3-(N-morpholinyl)propanesulfonic acid sodium salt [Na+].N1(CCOCC1)CCCS(=O)(=O)[O-]